4-[2,3-bis(t-butoxycarbonyl)guanidino]-6-[(1R,2R)-2,3-dihydroxy-1-methoxypropyl]-5,6-dihydro-4H-pyran-2-carboxylic acid C(C)(C)(C)OC(=O)N=C(NC1C=C(OC(C1)[C@@H]([C@@H](CO)O)OC)C(=O)O)NC(=O)OC(C)(C)C